N-[3-chloro-1-(3-pyridinyl)-1H-pyrazol-4-yl]-N-ethyl-3-[(3,3,3-trifluoropropyl)thio]propanamide ClC1=NN(C=C1N(C(CCSCCC(F)(F)F)=O)CC)C=1C=NC=CC1